C[N+](CCCC(OCC(COC(CC(OCC(CCCCC)CCCCC)=O)=O)(COC(CC(=O)OCC(CCCCC)CCCCC)=O)COC(CC(OCC(CCCCC)CCCCC)=O)=O)=O)(C)C N,N,N-trimethyl-4-oxo-4-{3-({3-oxo-3-[(2-pentylheptyl)oxy]propanoyl}oxy)-2,2-bis[({3-oxo-3-[(2-pentylheptyl)oxy]propanoyl}oxy)methyl]propoxy}butane-1-aminium